2-chloro-N-(4-sulfamoylphenyl)propanamide ClC(C(=O)NC1=CC=C(C=C1)S(N)(=O)=O)C